2-(1,2-dihydroxyethyl)pyridin OC(CO)C1=NC=CC=C1